C(CCCCCCCCC)C=1C(=C(C=CC1)P([O-])([O-])[O-])CCCCCCCCCC didecylmonophenylphosphite